lead-ruthenium [Ru].[Pb]